S(=O)(=O)(ON1C2CCC(N(C1=O)C2)C(C=2SC=CN2)(F)F)O 2-[difluoro(1,3-thiazol-2-yl)methyl]-7-oxo-1,6-diazabicyclo[3.2.1]octan-6-yl hydrogen sulfate